CC1(N(CCC(C1)=O)S(=O)(=O)CC1=CC(=CC=C1)NC)C 2,2-dimethyl-1-((3-(methylamino)benzyl)sulfonyl)piperidin-4-one